ClC1=CC=C(C=C1)C1=NN2C(CNCC2)=C1C1=CC=NC=C1 (4-chlorophenyl)-3-(pyridin-4-yl)-4,5,6,7-tetrahydropyrazolo[1,5-a]pyrazine